o-(m-phenoxyphenoxy)biphenyl O(C1=CC=CC=C1)C=1C=C(OC2=C(C=CC=C2)C2=CC=CC=C2)C=CC1